(S)-5-bromo-1-((tert-butoxycarbonyl)amino)-4-fluoro-2,3-dihydro-1H-indene-1-carboxylic acid BrC=1C(=C2CC[C@](C2=CC1)(C(=O)O)NC(=O)OC(C)(C)C)F